6-(4-Methoxy-2-((cis-4-methoxycyclohexyl)amino)pyrrolo[2,1-f][1,2,4]triazin-5-yl)-N-methylimidazo[1,2-a]pyridine-3-carboxamide COC1=NC(=NN2C1=C(C=C2)C=2C=CC=1N(C2)C(=CN1)C(=O)NC)N[C@@H]1CC[C@@H](CC1)OC